4-(thiazol-2-yl)benzoic acid S1C(=NC=C1)C1=CC=C(C(=O)O)C=C1